2,3-dihydro-1,4-benzodioxin-5-yl-boronic acid O1CCOC2=C1C=CC=C2B(O)O